N-[3-Fluoro-4-[(7-methoxy-1,5-naphthyridin-4-yl)oxy]phenyl]-1-(4-fluorophenyl)-2-oxopyridine-3-carboxamide FC=1C=C(C=CC1OC1=CC=NC2=CC(=CN=C12)OC)NC(=O)C=1C(N(C=CC1)C1=CC=C(C=C1)F)=O